(E)-4-(4-(trifluoromethyl)styryl)benzoic acid FC(C1=CC=C(/C=C/C2=CC=C(C(=O)O)C=C2)C=C1)(F)F